FC1=C(C=C(C=C1)F)[C@@]12N(CC[C@H]2C1)C1=NC=2N(C=C1)N=CC2C(=O)O 5-((1R,5S)-1-(2,5-difluorophenyl)-2-azabicyclo[3.1.0]Hexane-2-yl)pyrazolo[1,5-a]Pyrimidine-3-carboxylic acid